[4-[[3-[4-(difluoromethoxy)phenyl]imidazo[1,2-a]pyrazin-8-yl]amino]-2-methylphenyl]-[4-(3,3-dimethylpiperazin-1-carbonyl)piperidin-1-yl]methanone FC(OC1=CC=C(C=C1)C1=CN=C2N1C=CN=C2NC2=CC(=C(C=C2)C(=O)N2CCC(CC2)C(=O)N2CC(NCC2)(C)C)C)F